(2-(2-chloro-3,4-bis((4-methoxybenzyl)oxy)phenyl)-2-oxoacetyl)-D-serine ClC1=C(C=CC(=C1OCC1=CC=C(C=C1)OC)OCC1=CC=C(C=C1)OC)C(C(=O)N[C@H](CO)C(=O)O)=O